7-chloro-4-[1-(oxan-2-yl)pyrazol-4-yl]-1,3-benzothiazole ClC1=CC=C(C=2N=CSC21)C=2C=NN(C2)C2OCCCC2